C1(=CC=CC2=CC=C3C=C4C=CC=CC4=CC3=C12)PC=1C=CC=C2C=CC=C(C12)P P'-tetraphenyl-1,8-diphosphinonaphthalene